2-(fluoromethylsulfonylamino)-N-((1H-pyrrol-2-yl)methyl)thiazole-4-carboxamide FCS(=O)(=O)NC=1SC=C(N1)C(=O)NCC=1NC=CC1